CC=1C=C(C=C(C1BC1=C(C=C(C=C1C)C1=CC=CC=C1)C)C)C1=CC=CC=C1 bis(3,5-dimethyl-[1,1'-biphenyl]-4-yl)borane